COC(C1=CC=C(C=C1)CN1C2=CC=CC=C2C=2CCN(CC12)C(C1=CC=C(C=C1)CC)=O)=O 4-[2-(4-ethylbenzoyl)-2,3,4,9-tetrahydro-1H-β-carbolin-9-ylmethyl]-benzoic acid methyl ester